3-methylsalicylic acid sodium salt [Na+].CC1=C(C(C(=O)[O-])=CC=C1)O